FC=1C=C(CC=2C=C3C(=CN2)NN=C3NC(C3=C(C=C(C=C3)N3CCN(CC3)C)NC3CCOCC3)=O)C=C(C1)F N-(5-(3,5-difluorobenzyl)-1H-pyrazolo[3,4-c]pyridin-3-yl)-4-(4-methylpiperazin-1-yl)-2-((tetrahydro-2H-pyran-4-yl)amino)benzamide